3-(aminomethyl)pyridine NCC=1C=NC=CC1